ClC=1C=C2C=C(C(NC2=CC1)=O)CNC=1C(N(C=CC1)C1CC1)=O 6-Chloro-3-{[(1-cyclopropyl-2-oxo-1,2-dihydropyridin-3-yl)amino]methyl}-1,2-dihydrochinolin-2-on